ClC1=CC=C(C=C1)\C(=C(/CC)\C1=CC=CC=C1)\C1=CC=C(OCCN2CCN(CC2)C=2C=C3C(N(C(C3=CC2)=O)C2C(NC(CC2)=O)=O)=O)C=C1 (E)-5-(4-(2-(4-(1-(4-chlorophenyl)-2-phenylbut-1-en-1-yl)phenoxy)ethyl)piperazin-1-yl)-2-(2,6-dioxopiperidin-3-yl)isoindoline-1,3-dione